C(C)(C)(C)OC(=O)[C@@H]1[C@H](C1)CO (1S,2S)-2-(hydroxymethyl)cyclopropane-1-carboxylic acid tert-butyl Ester